C(N)(OC(C1=CC=CC=C1)(C)CC(CCI)F)=O (2-fluoro-4-iodobutyl)(methyl)benzyl carbamate